ClC1([C@H]([C@@H]1C1=CC=C(C=C1)Cl)C(=O)O)Cl trans-2,2-dichloro-3-(4-chlorophenyl)cyclopropane-1-carboxylic acid